CC(C)(OC1=NC(=NC(=C1C(F)(F)F)OC)C1=NC(=CC=C1)CCC)C 4-(1,1-dimethylethoxy)-6-methoxy-2-(6-n-propyl-2-pyridyl)-5-trifluoromethylpyrimidine